C(C)C(C(=O)O)CCCC.C(CCC)(=O)OCC Ethyl butyrate (Ethyl Butyl acetate)